[Ca+2].FC(C(C(C(C(C(F)(F)F)(F)F)(F)F)(F)F)(C(C(F)(F)F)(F)F)F)(S(=O)(=O)[O-])F.FC(C(C(C(C(C(F)(F)F)(F)F)(F)F)(F)F)(F)C(C(F)(F)F)(F)F)(S(=O)(=O)[O-])F perfluoro-2-ethylhexanesulfonic acid calcium salt